FC(CNC=1C2=C(NC(C1C=1NC=3C(=CC4=C(CCNCC4)C3)N1)=O)C=CS2)F 7-((2,2-difluoroethyl)amino)-6-(1,5,6,7,8,9-hexahydroimidazo[4',5':4,5]benzo[1,2-d]azepin-2-yl)thieno[3,2-b]pyridin-5(4H)-one